[Bi]=S.[Bi] Bismuth-bismuth sulfide